Tetra-n-butylammonium bitartrate [O-]C(=O)C(O)C(O)C(=O)O.C(CCC)[N+](CCCC)(CCCC)CCCC